NC(CCN(NC(C(CC1CCCCC1)NC(OCC1=CC=CC=C1)=O)=O)C(CF)=O)=O Benzyl N-[2-[2-(3-amino-3-oxo-propyl)-2-(2-fluoroacetyl)hydrazino]-1-(cyclohexylmethyl)-2-oxo-ethyl]carbamate